tert-butyl 4-[2-(methylcarbamoyl)-1H-indol-4-yl]benzoate CNC(=O)C=1NC2=CC=CC(=C2C1)C1=CC=C(C(=O)OC(C)(C)C)C=C1